[Se]=C[C@@H](O)[C@@H](O)[C@H](O)[C@H](O)CO 1-selenomannose